sodium dihydroxytartrate OC(C(C(=O)[O-])(O)O)(O)C(=O)[O-].[Na+].[Na+]